ClC1=C(C=C(C=C1OC)OC)C1=CC2=C(N=C(N=C2)NC2=CC=C(C=C2)N2C[C@H]3N(CC2)CCC3)N3C1=NN=C3 (S)-6-(2-chloro-3,5-dimethoxyphenyl)-N-(4-(hexahydropyrrolo[1,2-a]pyrazin-2(1H)-yl)phenyl)-[1,2,4]triazolo[4',3':1,6]pyrido[2,3-d]pyrimidin-2-amine